2-bromo-2-(3-methoxyphenyl)-N-(quinolin-6-yl)acetamide BrC(C(=O)NC=1C=C2C=CC=NC2=CC1)C1=CC(=CC=C1)OC